methyl 6-(1-(adamantan-1-ylmethyl)-5-methyl-1H-pyrazol-4-yl)-1-(6-chloropyridazin-3-yl)-1,2,3,4-tetrahydroquinoline-5-carboxylate C12(CC3CC(CC(C1)C3)C2)CN2N=CC(=C2C)C2=C(C=3CCCN(C3C=C2)C=2N=NC(=CC2)Cl)C(=O)OC